COC1=CC=C(C=C1)C1=CN2C=3C=CC(=CC3SC2=N1)C(=O)O 4-(4-methoxyphenyl)-7-thia-2,5-diazatricyclo[6.4.0.02,6]dodeca-1(8),3,5,9,11-pentaene-10-carboxylic acid